FC1(CN(CC12CC2)C=2C=1N(N=C(C2)C=2C(NC(NC2)=O)=O)C=CN1)F 5-(8-(7,7-difluoro-5-azaspiro[2.4]heptan-5-yl)imidazo[1,2-b]pyridazin-6-yl)pyrimidine-2,4(1H,3H)-dione